ClC=1C=C(C=CC1F)[C@H](NC(=O)N1[C@@H](C(NCC1)=O)C)C=1C=NC(=CC1)OCC(F)(F)F |o1:8| (2R)-N-((S or R)-(3-chloro-4-fluorophenyl)(6-(2,2,2-trifluoro-ethoxy)pyridin-3-yl)methyl)-2-methyl-3-oxopiperazine-1-carboxamide